C(OC1CC(N(C(C1)(C)C)OCCCCCCCCCCCCCCCCCC)(C)C)(OC1CC(N(C(C1)(C)C)OCCCCCCCCCCCCCCCCCC)(C)C)=O bis(1-stearyloxy-2,2,6,6-tetramethylpiperidin-4-yl) carbonate